N-[2-fluoro-5-(5-fluoropyrimidin-2-yl)-4-methylphenyl]-3-methyl-6-azabicyclo[3.1.1]heptane-6-carboxamide FC1=C(C=C(C(=C1)C)C1=NC=C(C=N1)F)NC(=O)N1C2CC(CC1C2)C